FC1=CC=C(C(=N1)C)C1=CC=C(C=C1)S(=O)(=O)C=1C(=NC=CC1O)O 3-((4-(6-fluoro-2-methylpyridin-3-yl)phenyl)sulfonyl)pyridine-2,4-diol